3-methoxypentane-1,5-diylbis(4-methylbenzenesulfonate) COC(CCC1=C(C=CC(=C1)C)S(=O)(=O)[O-])CCC1=C(C=CC(=C1)C)S(=O)(=O)[O-]